NC1=CN=C(C=C1C(=O)NC1=CC(=CC=C1)S(=O)(=O)C(F)(F)F)OC 5-amino-2-methoxy-N-(3-((trifluoromethyl)sulfonyl)phenyl)isonicotinamide